NC1=C2C(=NC=N1)N(N=C2C2=CC=C(C=C2)OC2=CC=CC=C2)C2CCN(CC2)CCN2CCC(CC2)CC2CCN(CC2)C2=CC=C(C=C2)NC2C(NC(CC2)=O)=O 3-((4-(4-((1-(2-(4-(4-amino-3-(4-phenoxyphenyl)-1H-pyrazolo[3,4-d]pyrimidin-1-yl)piperidin-1-yl)ethyl)piperidin-4-yl)methyl)piperidin-1-yl)phenyl)amino)piperidine-2,6-dione